(3R,4R,5R)-5-((benzoyloxy)methyl)-4-hydroxy-4-(trifluoromethyl)tetrahydrofuran-2,3-diacetic acid C(C1=CC=CC=C1)(=O)OC[C@@H]1[C@]([C@@H](C(O1)CC(=O)O)CC(=O)O)(C(F)(F)F)O